1-benzenesulfonyl-4-methylcyclohexanecarboxylic acid C1(=CC=CC=C1)S(=O)(=O)C1(CCC(CC1)C)C(=O)O